C(C1=CC=CC=C1)(C1=CC=CC=C1)N1CC(C1)(F)CNC(OC(C)(C)C)=O tert-butyl (1-benzhydryl-3-fluoroazetidin-3-yl)methylcarbamate